C12(CC3CC(CC(C1)C3)C2)N tricyclo[3.3.1.1(3,7)]decan-1-amine